ethyl 1-(3-chlorophenyl)-2,4-dimethyl-1H-imidazole-5-carboxylate ClC=1C=C(C=CC1)N1C(=NC(=C1C(=O)OCC)C)C